COC1=C2C=C(NC2=CC=C1)C(=O)N[C@@H](CC(C)C)C(=O)NN(C(=O)OC(C)(C)C)C[C@H]1C(NCC1)=O tert-Butyl 2-((4-methoxy-1H-indole-2-carbonyl)-L-leucyl)-1-(((S)-2-oxopyrrolidin-3-yl)methyl)hydrazine-1-carboxylate